C(C1=CC=CC=C1)N1C[C@@H](CCC1)O |r| racemic-1-benzyl-3-piperidinol